1-Carboxy-N-(carboxymethyl)-N-(2-(2-fluoroethoxy)-4-(1,2,4,5-tetrazin-3-yl)benzyl)methanaminium 2,2,2-trifluoroacetate FC(C(=O)[O-])(F)F.C(=O)(O)C[NH+](CC1=C(C=C(C=C1)C=1N=NC=NN1)OCCF)CC(=O)O